N-[(1S)-1-(dicyclopropylmethyl)-2-[[6-(3,5-dimethyl-1H-pyrazol-4-yl)-5-methoxy-3-pyridyl]amino]-2-oxo-ethyl]-2-ethyl-pyrazole-3-carboxamide C1(CC1)C([C@@H](C(=O)NC=1C=NC(=C(C1)OC)C=1C(=NNC1C)C)NC(=O)C=1N(N=CC1)CC)C1CC1